[Si](C)(C)(C(C)(C)C)OCCN(CCN(C(OC(C)(C)C)=O)C)C tert-butyl (2-((2-((tert-butyldimethylsilyl)oxy)ethyl)(methyl) amino)ethyl)(methyl)carbamate